C1(CC(C(CC1)C(C)C)OC(CC(=O)[O-])=O)C Monomenthylmalonat